C1(=CC=CC=C1)C1(CCOCC1)CC(=O)O (4-phenyloxan-4-yl)acetic acid